C1CCC2=C(C=3CCCC3C=C12)CC(=O)NS(N(C1CN(CCC1)C)C=1C=NN(C1)C)(=O)=O 2-(1,2,3,5,6,7-hexahydro-s-indacen-4-yl)-N-[(1-methyl-1H-pyrazol-4-yl)(1-methylpiperidin-3-yl)sulfamoyl]acetamide